1,1-difluoro-N-[(6S,7S)-6-[[2-fluoro-3-[2-[2-(methylamino)ethoxy]phenyl]phenyl]methyl]-5-azaspiro[2.4]heptan-7-yl]methanesulfonamide FC(S(=O)(=O)N[C@@H]1[C@@H](NCC12CC2)CC2=C(C(=CC=C2)C2=C(C=CC=C2)OCCNC)F)F